(R)-1-(2,2-difluoroethyl)-3-(4-fluoro-3-methylphenyl)-1-(1-(1-oxo-1,2-dihydroisoquinolin-4-yl)ethyl)urea FC(CN(C(=O)NC1=CC(=C(C=C1)F)C)[C@H](C)C1=CNC(C2=CC=CC=C12)=O)F